6-cyano-5-(4-((2-(3-ethylureido)oxazol-4-yl)methyl)piperazin-1-yl)-N-methylpicolinamide C(#N)C1=C(C=CC(=N1)C(=O)NC)N1CCN(CC1)CC=1N=C(OC1)NC(=O)NCC